(R)-N-(1-(1H-indol-3-yl)hexan-2-yl)-6-(4-methylpiperazin-1-yl)benzo[b]thiophene-2-Carboxamide N1C=C(C2=CC=CC=C12)C[C@@H](CCCC)NC(=O)C1=CC2=C(S1)C=C(C=C2)N2CCN(CC2)C